The molecule is an abietane diterpenoid that is abieta-8,12-diene substituted by hydroxy groups at positions 7 and 12 and oxo groups at positions 11 and 14 (the 7alpha stereoisomer). It has a role as an antibacterial agent, an antineoplastic agent and a metabolite. It is an abietane diterpenoid, a secondary alcohol, a hydroxyquinone and a member of p-quinones. CC(C)C1=C(C2=C(C(=O)C1=O)[C@]3(CCCC([C@@H]3C[C@H]2O)(C)C)C)O